methyl N,N-didecylcarbamate C(CCCCCCCCC)N(C(OC)=O)CCCCCCCCCC